dimethyl 2-hexene-1,6-dioate C(C=CCCC(=O)OC)(=O)OC